3-({[(4S)-7-(4-fluorophenyl)-3,4-dihydro-2H-chromen-4-yl]methyl}amino)pyridine-4-carboxylic acid FC1=CC=C(C=C1)C1=CC=C2[C@H](CCOC2=C1)CNC=1C=NC=CC1C(=O)O